C(#N)[C@@H](CC=1C(NC2=CC=C(C=C2C1)C)=O)NC(=O)C1[C@@H]2C(C2CN1C([C@@H](C(C)(C)C)NS(=O)(=O)C1CC1)=O)(C)C (1S)-N-[(1R)-1-cyano-2-(6-methyl-2-oxo-1H-quinolin-3-yl)ethyl]-3-[(2R)-2-(cyclopropylsulfonylamino)-3,3-dimethyl-butyryl]-6,6-dimethyl-3-azabicyclo[3.1.0]hexane-2-carboxamide